S(=O)(=O)(O)O.C(C=C)(=O)NC(C([Na])C)C 2-Acrylamido-methyl-propyl-sodium sulfate